2-(2-Aminopyridin-4-yl)-N-(6-(4-fluorophenyl)-2-(2-morpholinoethyl)-2H-indazol-5-yl)thiazole-4-carboxamide NC1=NC=CC(=C1)C=1SC=C(N1)C(=O)NC1=CC2=CN(N=C2C=C1C1=CC=C(C=C1)F)CCN1CCOCC1